(2R,6S)-N-{2-[(4-methoxyphenyl)methyl]-2-azaspiro[3.3]heptan-6-yl}-2,6-dimethyl-4-[5-(trifluoromethyl)pyrimidin-2-yl]piperazine-1-carboxamide COC1=CC=C(C=C1)CN1CC2(C1)CC(C2)NC(=O)N2[C@@H](CN(C[C@@H]2C)C2=NC=C(C=N2)C(F)(F)F)C